5-fluoro-1H-pyrrolo[2,3-b]pyridine-6-carbonitrile FC=1C=C2C(=NC1C#N)NC=C2